(5'S,7a'R)-1-benzoyl-5'-(6,7-dihydro-5H-cyclopenta[b]pyridin-3-yl)tetrahydro-3'H-spiro[piperidine-4,2'-pyrrolo[2,1-b]oxazol]-3'-one C(C1=CC=CC=C1)(=O)N1CCC2(C(N3[C@H](O2)CC[C@H]3C=3C=C2C(=NC3)CCC2)=O)CC1